C(C)(=O)NCC=1C(=CC(=NC1)C1=C(C=C(C=C1)F)F)C1=NN(C=C1)CC=1C=C(C(=O)NC)C=CC1 3-((3-(5-(acetamidomethyl)-2-(2,4-difluorophenyl)pyridin-4-yl)-1H-pyrazol-1-yl)methyl)-N-methylbenzamide